C(C)(=O)C([C@@H]1[C@H](C(C(O)O1)(F)F)O)O 5-acetyl-2-deoxy-2,2-difluoro-D-ribofuranose